BrC1=CN(C2=NC(=CC(=C21)C2=C(C(=CC=C2C)OC)C)C(=O)N)C 3-bromo-4-(3-methoxy-2,6-dimethylphenyl)-1-methyl-pyrrolo[2,3-b]pyridine-6-carboxamide